ClC1NC2=CC=CN=C2C(=C1C#N)Cl 2,4-dichloro-1,2-dihydro-1,5-naphthyridine-3-carbonitrile